C(C)(=O)C1N(CCC1)CC(=O)O 2-(2-acetylpyrrolidin-1-yl)acetic Acid